Cl[Si](CCC(F)(F)F)(C)Cl dichloro-methyl-(3,3,3-trifluoropropyl)silane